BrC=1C=C2C=C(N(C2=CC1)C1CC1)C 5-bromo-1-cyclopropyl-methyl-1H-indole